mono(2-ethyl) phosphate P(=O)(OCC)([O-])[O-]